C(C)(C)(C)OC(C1=NC(=CC=C1C=1C=NN(C1C)CC1(CCCCC1)OCC=C)N1CC2=C(C=CC=C2CC1)C(NC=1SC2=C(N1)C=CC=C2)=O)=O 3-(1-((1-(allyloxy)cyclohexyl)methyl)-5-methyl-1H-pyrazol-4-yl)-6-(8-(benzo[d]thiazol-2-ylcarbamoyl)-3,4-dihydroisoquinolin-2(1H)-yl)picolinic acid tert-butyl ester